C(C)(C)C1=CC=C(C=C1)/C=C/B1OC(C(O1)(C)C)(C)C 2-[(E)-2-(4-isopropylphenyl)vinyl]-4,4,5,5-tetramethyl-1,3,2-dioxaborolane